CC=1C(=C(C=2CC3=CC=CC=C3C2C1)C1=C(C2=C(SC3=C2C=CC=C3)C=C1)C1=C(C(=C(C=C1)C1(C(C(C(C(C1[2H])([2H])[2H])([2H])[2H])([2H])[2H])([2H])[2H])[2H])C1(C(C(C(C(C1[2H])([2H])[2H])([2H])[2H])([2H])[2H])([2H])[2H])[2H])C1=NN=NC=C1)C (dimethylfluorenyl)[(diphenyl-d10)triazinylphenyl]dibenzothiophene